6-(1,3-dioxoisoindolin-2-yl)hexanamide O=C1N(C(C2=CC=CC=C12)=O)CCCCCC(=O)N